(4-benzhydrylpiperazin-1-yl)(3a,7a-dihydrobenzo[b]thiophen-2-yl)methanone C(C1=CC=CC=C1)(C1=CC=CC=C1)N1CCN(CC1)C(=O)C1=CC2C(S1)C=CC=C2